3-(4-methoxyphenyl)-5-phenyl-4-hydroxy-1H-pyrazole COC1=CC=C(C=C1)C1=NNC(=C1O)C1=CC=CC=C1